Cl.Cl.FC=1C=NC=CC1CC=1N=C(C2=C(N1)N(C=C2)C)N [(3-fluoropyridin-4-yl)methyl]-7-methyl-7H-pyrrolo[2,3-d]pyrimidin-4-amine dihydrochloride